C(C1=CC=CC=C1)OC1=NC(=CC=C1C=1C=C(OCC(=O)OC(C)(C)C)C=CC1)OCC1=CC=CC=C1 tert-Butyl 2-(3-(2,6-bis(benzyloxy)pyridin-3-yl)phenoxy)acetate